methyl (2-tolyl) sulfide C1(=C(C=CC=C1)SC)C